1-(1-Phenylamino-but-3-enyl)-7-oxa-bicyclo[2.2.1]hepta-2,5-diene-2,3-dicarboxylic acid dimethyl ester COC(=O)C=1C2(C=CC(C1C(=O)OC)O2)C(CC=C)NC2=CC=CC=C2